4-amino-2-chloro-5-fluoro-phenol NC1=CC(=C(C=C1F)O)Cl